N-(cyclopropylmethyl)-2-(ethylsulfonyl)-3-(5-(2,2,3,3,3-pentafluoropropoxy)pyrazin-2-yl)pyrazolo[1,5-a]pyrimidin-7-amine C1(CC1)CNC1=CC=NC=2N1N=C(C2C2=NC=C(N=C2)OCC(C(F)(F)F)(F)F)S(=O)(=O)CC